CN1C(C(N(C2=CC=CC=C12)C1CCN(CC1)C1=NC=C(C=N1)CN1CCN(CC1)C)=O)=O 1-Methyl-4-(1-(5-((4-methylpiperazin-1-yl)methyl)pyrimidin-2-yl)piperidin-4-yl)-1,4-Dihydroquinoxaline-2,3-dione